(R)-4-(cyclopentylmethoxy)-5-cyclopropyl-2-fluoro-N-((4-(pyrrolidin-3-yloxy)piperidin-1-yl)sulfonyl)benzamide 2,2,2-trifluoroacetate FC(C(=O)O)(F)F.C1(CCCC1)COC1=CC(=C(C(=O)NS(=O)(=O)N2CCC(CC2)O[C@H]2CNCC2)C=C1C1CC1)F